C(C)C=1C(=CC=C2C=C(C=C(C12)C1=C(C=2N=C(N=C(C2C=N1)N1CC(CCC1)C(=O)OC)OC[C@]12CCCN2C[C@@H](C1)F)F)O)F methyl 1-(7-(8-ethyl-7-fluoro-3-hydroxynaphthalen-1-yl)-8-fluoro-2-(((2R,7aS)-2-fluorotetrahydro-1H-pyrrolizin-7a(5H)-yl)methoxy)pyrido[4,3-d]pyrimidin-4-yl)piperidine-3-carboxylate